C(C)C1=CC=C(O1)C=1C(=C(C=NC1C)C(=O)N)O 5-(5-ethylfuran-2-yl)-4-hydroxy-6-methylpyridine-3-carboxamide